[Na].C(O)CN ethanolamine, sodium salt